6-(2-hydroxy-2-(2'-(trifluoromethyl)-[2,4'-bipyridin]-4-yl)acetyl)-2-(1-phenylcyclopropyl)-5,6,7,8-tetrahydropyrido[4,3-d]pyrimidin-4(3H)-one OC(C(=O)N1CC2=C(N=C(NC2=O)C2(CC2)C2=CC=CC=C2)CC1)C1=CC(=NC=C1)C1=CC(=NC=C1)C(F)(F)F